(S)-4-((2-(1-amino-1,3-dihydrospiro[indene-2,4'-piperidin]-1'-yl)-1H-imidazo[4,5-b]pyrazin-5-yl)thio)-1H-pyrrolo[2,3-b]pyridine-3-carbonitrile N[C@@H]1C2=CC=CC=C2CC12CCN(CC2)C2=NC=1C(=NC=C(N1)SC1=C3C(=NC=C1)NC=C3C#N)N2